FC(OC1=CC=C(C=C1)C1=NOC(=N1)N1CCN(CC1)C(=O)OC(C)(C)C)F Tert-butyl 4-(3-(4-(difluoromethoxy)phenyl)-1,2,4-oxadiazol-5-yl)piperazine-1-carboxylate